C(C1=CC=CC=C1)OC=1C=CC(=C(N)C1)F 5-benzyloxy-2-fluoroaniline